Cl.NCC1CCN(CC1)C1=CC=C(C=C1)NC=1C=2N(C=CN1)C(=CN2)C2=C(C(=C(C=C2)OC)F)F N-(4-(4-(aminomethyl)piperidin-1-yl)phenyl)-3-(2,3-difluoro-4-methoxyphenyl)imidazo[1,2-a]pyrazine-8-amine hydrochloride